7-(4-(dipropylamino)butyl)-7-hydroxytridecane-1,13-diylbis(6-butyldodecanoate) C(CC)N(CCCCC(CCCCCCC(C(=O)[O-])CCCC(CCCCCC)CCCC)(CCCCCCC(C(=O)[O-])CCCC(CCCCCC)CCCC)O)CCC